5-(2-(Dimethylamino)ethoxy)-4-aminopyrimidine CN(CCOC=1C(=NC=NC1)N)C